COC(NC1=NC=CC(=C1)C=1C=C2C(=NNC2=C(C1)C1=CC=C(C=C1)C(F)F)N)=O (4-(3-Amino-7-(4-(difluoromethyl)phenyl)-1H-indazol-5-yl)pyridin-2-yl)carbamic acid methyl ester